NC(C)(C)C=1N=C(N(C1)C=1C=CC=2N(C1)C(=CN2)C#N)C2=NC(=CC=C2)C 6-(4-(2-aminopropan-2-yl)-2-(6-methylpyridine-2-yl)-1H-imidazol-1-yl)imidazo[1,2-a]pyridine-3-carbonitrile